C(C)(=O)NC[C@@H](C1=CC=C(C=C1)S(=O)(=O)CC)NC(OC(C)(C)C)=O tert-butyl (R)-(2-acetylamino-1-(4-(ethylsulfonyl)phenyl) ethyl)carbamate